1-{4-amino-5-fluoro-3-[(2,3',5'-trifluoro[biphenyl]-3-yl)methyl]-2-azabicyclo[3.1.1]heptan-2-yl}-2-methyl-1-oxopropan-2-yl acetate C(C)(=O)OC(C(=O)N1C2CC(C(C1CC=1C(=C(C=CC1)C1=CC(=CC(=C1)F)F)F)N)(C2)F)(C)C